FC(OC1=CC=C(C=C1)NN=C(C#N)C#N)(F)F 2-[[4-(trifluoromethoxy)phenyl]hydrazinylidene]propanedinitrile